ClC1=NC2=C(N1CC1=NC=C(C#N)C=C1)C=C(C=C2)OC 6-((2-chloro-6-methoxy-1H-benzo[d]imidazol-1-yl)methyl)nicotinonitrile